C[C@@H]1N(CCN(C1)C1=NC=C(C=N1)C(F)(F)F)C(=O)OCCC1=CNC(C(=C1)C(F)(F)F)=O 2-(6-Oxo-5-(trifluoromethyl)-1,6-dihydropyridin-3-yl)ethyl (S)-2-methyl-4-(5-(trifluoromethyl)pyrimidin-2-yl)piperazine-1-carboxylate